(5'S,7a'R)-5'-(3,5-difluorophenyl)-1-(2-fluoro-6-methoxy-benzene-1-carbonyl)tetrahydro-3'H-spiro[piperidine-4,2'-pyrrolo[2,1-b][1,3]-oxazol]-3'-one FC=1C=C(C=C(C1)F)[C@@H]1CC[C@H]2OC3(C(N21)=O)CCN(CC3)C(=O)C3=C(C=CC=C3OC)F